ClC(OC1=CC=C(C=C1)NC(=O)C=1C=C2CC(N(C2=C(C1)C=1C=NC=NC1)C(C)C)C(=O)N1CCOCC1)(F)F N-(4-(chlorodifluoromethoxy)phenyl)-1-isopropyl-2-(morpholine-4-carbonyl)-7-(pyrimidin-5-yl)indoline-5-carboxamide